C(#C)C1CCC(CC1)NC(C)=O N-((1r,4r)-4-ethynylcyclohexyl)acetamide